5-({1-[(7-ethyl-6-oxo-5H-1,5-naphthyridin-3-yl)methyl]azetidin-3-yl}(methyl)amino)-N-methylpyridine-2-carboxamide C(C)C=1C(NC=2C=C(C=NC2C1)CN1CC(C1)N(C=1C=CC(=NC1)C(=O)NC)C)=O